2,5-Dibromotrifluoromethoxybenzene BrC1=C(C=C(C=C1)Br)OC(F)(F)F